[Cl-].C(CCCCCCC)N1C=[N+](C=C1)C 1-octyl-3-methyl-imidazolium chloride